6-((2-(fluoromethyl)morpholino)methyl)-2-(3-(3-((4-methyl-4H-1,2,4-triazol-3-yl)methyl)oxetan-3-yl)phenyl)-4-(trifluoromethyl)isoindolin-1-one FCC1OCCN(C1)CC1=CC(=C2CN(C(C2=C1)=O)C1=CC(=CC=C1)C1(COC1)CC1=NN=CN1C)C(F)(F)F